C12N(CC(CC1)C2)C=2C=C(C(=O)O)C=CC2C(NS(N(C)C)(=O)=O)=O 3-(2-azabicyclo[2.2.1]heptan-2-yl)-4-((N,N-dimethylsulfamoyl)carbamoyl)benzoic acid